(R)-(-)-2-Amino-1-propanol C[C@H](CO)N